3-(N-(benzo[d][1,3]dioxol-5-yl)sulfamoyl)-N-(4-ethoxy-3-methoxyphenyl)benzamide O1COC2=C1C=CC(=C2)NS(=O)(=O)C=2C=C(C(=O)NC1=CC(=C(C=C1)OCC)OC)C=CC2